C1(C=CC(N1C=1C=C(COC2C(=O)N(C(C2)=O)O)C=CC1)=O)=O 3-maleimidobenzoxy-N-hydroxysuccinimide